C(CC#CCCC)=O 3-HEPTYNAL